OC[C@@H](CC)N(C=1N=C(C2=C(N1)N(C=C2)C(C)C)NCC2=CC=C(C=C2)C2=NC=CC=C2)CC(C(=O)OC)=C methyl 2-[[[(1R)-1-(hydroxymethyl)propyl]-[7-isopropyl-4-[[4-(2-pyridyl)phenyl]methylamino]pyrrolo[2,3-d]pyrimidin-2-yl]amino]methyl]prop-2-enoate